FC1=C(C=C(C(=C1)F)C1=CC=C(C=C1)NC([C@@H]1N(CCC1)C(NC1=CC=C(C=C1)C(C)C)=O)=O)C(=O)O 4,6-difluoro-4'-[(1-{[4-(propan-2-yl)phenyl]carbamoyl}-D-prolyl)amino][1,1'-biphenyl]-3-carboxylic acid